FC1=C(C=CC(=C1)OC1=NN(C=C1)C)NC1=NC=NC2=CC=C(C=C12)N1CCN(CC1)C(C=C)=O 1-(4-(4-((2-Fluoro-4-((1-methyl-1H-pyrazol-3-yl)oxy)phenyl)amino)quinazolin-6-yl)piperazin-1-yl)prop-2-en-1-one